1-phenyl-1-(4-phenyl-2H-1,2,3-triazol-2-yl)heptan-3-one C1(=CC=CC=C1)C(CC(CCCC)=O)N1N=CC(=N1)C1=CC=CC=C1